(S)-2-((tert-butoxycarbonyl)amino)propanamide C(C)(C)(C)OC(=O)N[C@H](C(=O)N)C